NC1=NC(=C(C=C1C=1C=C2CCNC(C2=CC1)=O)C1=CC2=C(OC3(CCN(CC3)CCOC)OC2)C=C1)F 6-(2-amino-6-fluoro-5-(1'-(2-methoxyethyl)-4H-spiro[benzo[d][1,3]dioxine-2,4'-piperidin]-6-yl)pyridin-3-yl)-3,4-dihydroisoquinolin-1(2H)-one